ethyl 3-((2-chloro-5-(1,3-dioxo-1,3,4,5,6,7-hexahydro-2H-isoindol-2-yl)-4-fluorophenyl) amino)-3-oxopropionate ClC1=C(C=C(C(=C1)F)N1C(C=2CCCCC2C1=O)=O)NC(CC(=O)OCC)=O